8-{4-[2-(3-aminopropoxy)acetyl]piperazin-1-yl}-9-ethyl-6,6-dimethyl-11-oxo-5H,6H,11H-benzo[b]carbazole-3-carbonitrile NCCCOCC(=O)N1CCN(CC1)C=1C(=CC2=C(C(C=3NC4=CC(=CC=C4C3C2=O)C#N)(C)C)C1)CC